C(C1=CC=CC=C1)OCC1CCN(CC1)C1=CC(=C(C(=O)O)C=C1)N(C(C(F)(F)F)=O)C1CCOCC1 4-(4-((benzyloxy)methyl)piperidin-1-yl)-2-(2,2,2-trifluoro-N-(tetrahydro-2H-pyran-4-yl)acetamido)benzoic acid